8-Chloro-adenosine-5'-triphosphate P(O)(=O)(OP(=O)(O)OP(=O)(O)O)OC[C@@H]1[C@H]([C@H]([C@@H](O1)N1C(=NC=2C(N)=NC=NC12)Cl)O)O